tert-butyl ((6-hydroxypyridazin-3-yl)methyl)(1-(pyrimidin-2-yl)ethyl)carbamate OC1=CC=C(N=N1)CN(C(OC(C)(C)C)=O)C(C)C1=NC=CC=N1